3-benzyl-6-(3-ethylbenzyl)-2,3,4,6-tetrahydropyrido[3,4-c][1,8]naphthyridine-5(1H)-one C(C1=CC=CC=C1)N1CC=2C(N(C=3N=CC=CC3C2CC1)CC1=CC(=CC=C1)CC)=O